4-methyl-5-acetyl-thiazole CC=1N=CSC1C(C)=O